tert-butyl (R)-(1-(6-(3-carbamoyloxetan-3-yl)pyridin-3-yl)piperidin-3-yl)(cyclobutylmethyl)carbamate C(N)(=O)C1(COC1)C1=CC=C(C=N1)N1C[C@@H](CCC1)N(C(OC(C)(C)C)=O)CC1CCC1